6-(chloromethyl)-2-(2-ethyl-1H-benzimidazol-1-yl)thiophen ClCC=1C=CC2=C(N(C(=N2)CC)C=2SC=CC2)C1